7alpha-Hydroxyandrost-4-ene-3,17-dione O[C@H]1[C@H]2[C@@H]3CCC([C@@]3(C)CC[C@@H]2[C@]2(CCC(C=C2C1)=O)C)=O